titanium(IV) dichloride diethoxide [O-]CC.[O-]CC.[Cl-].[Cl-].[Ti+4]